C(C)(C)(C)[C@H]1N=C(C2=C(C=CC(=C2C1)Cl)OCC=1N=NN(C1C(F)F)C)CN tert-butyl-(S)-1-(aminomethyl)-5-chloro-8-((5-(difluoromethyl)-1-methyl-1H-1,2,3-triazol-4-yl)methoxy)-3,4-dihydroisoquinoline